4-benzyloxy-3-chloro-5-methoxybenzoic acid butyl ester C(CCC)OC(C1=CC(=C(C(=C1)OC)OCC1=CC=CC=C1)Cl)=O